(E)-4-(2-aminophenyl)-4-oxobut-2-enoic acid NC1=C(C=CC=C1)C(/C=C/C(=O)O)=O